OC[C@@]12CCCN2C[C@@H](C1)OCCN(C(OC(C)(C)C)=O)C tert-butyl (2-(((2R,7aR)-7a-(hydroxymethyl)hexahydro-1H-pyrrolizin-2-yl)oxy)ethyl)(methyl)carbamate